N(=[N+]=[N-])C1=C(C=C(C=C1F)F)C#CC(C1=CC=CC=C1)NS(=O)(=O)C N-(3-(2-azido-3,5-difluorophenyl)-1-phenylprop-2-yn-1-yl)methanesulfonamide